tert-butyl 9-(1-(1-(3-(2,6-bis(benzyloxy)pyridin-3-yl)-1-methyl-1H-indazol-6-yl)piperidin-4-yl)ethyl)-3,9-diazaspiro[5.5]undecane-3-carboxylate C(C1=CC=CC=C1)OC1=NC(=CC=C1C1=NN(C2=CC(=CC=C12)N1CCC(CC1)C(C)N1CCC2(CCN(CC2)C(=O)OC(C)(C)C)CC1)C)OCC1=CC=CC=C1